1,2-dioleoyl-sn-glycero-3-phospho-(1'-myo-inositol) CCCCCCCC/C=C\CCCCCCCC(=O)OC[C@H](COP(=O)(O)OC1C([C@@H](C(C(C1O)O)O)O)O)OC(=O)CCCCCCC/C=C\CCCCCCCC